5-amino-2-(7-(((S)-1-cyclohexylethyl)carbamoyl)-2-methylquinolin-3-yl)-5-oxopentanoic acid tert-butyl ester C(C)(C)(C)OC(C(CCC(=O)N)C=1C(=NC2=CC(=CC=C2C1)C(N[C@@H](C)C1CCCCC1)=O)C)=O